3-(p-tolyl)acrolein C1(=CC=C(C=C1)C=CC=O)C